N-[5-[4-[4,6-bis(4-phenylphenyl)-1,3,5-triazin-2-yl]-3-hydroxy-phenoxy]pentyl]-2-[4-(diethylamino)-2-hydroxy-benzoyl]benzamide C1(=CC=CC=C1)C1=CC=C(C=C1)C1=NC(=NC(=N1)C1=CC=C(C=C1)C1=CC=CC=C1)C1=C(C=C(OCCCCCNC(C2=C(C=CC=C2)C(C2=C(C=C(C=C2)N(CC)CC)O)=O)=O)C=C1)O